ClC=1C2=C(N=C(N1)SC)C(=C(N=C2N)Cl)F 4,7-dichloro-8-fluoro-2-(methylthio)pyrido[4,3-d]pyrimidin-5-amine